FC1CCN(CC1)CC1=CC=C(COC2=C3CN(C(C3=CC=C2)=O)C2C(NC(CC2)=O)=O)C=C1 3-{4-[4-(4-fluoro-piperidin-1-ylmethyl)-benzyloxy]-1-oxo-1,3-dihydro-isoindol-2-yl}-piperidine-2,6-dione